bis(cyclopentadienyl)-2,6-difluoro-3-(pyrrol-1-yl)phenyltitanium C1(C=CC=C1)[Ti](C1=C(C(=CC=C1F)N1C=CC=C1)F)C1C=CC=C1